[B].C(C=C)[Si] allylsilicon boron